(2S,4S)-1-[2-[4-[(3-chloro-5-quinolyl)amino]-1-piperidyl]acetyl]-4-fluoro-pyrrolidine-2-carbonitrile ClC=1C=NC2=CC=CC(=C2C1)NC1CCN(CC1)CC(=O)N1[C@@H](C[C@@H](C1)F)C#N